COC1=CC=C(CN(C2=NC(=NN3C2=NC=C3C(C=3C=C(C(=NC3)OCCN(C(OC(C)(C)C)=O)C)C)O)OC(C)CCC)CC3=CC=C(C=C3)OC)C=C1 tert-butyl (2-((5-((4-(bis(4-methoxybenzyl)amino)-2-(pentan-2-yloxy)imidazo[2,1-f][1,2,4]triazin-7-yl)(hydroxy)methyl)-3-methylpyridin-2-yl)oxy)ethyl)(methyl)carbamate